FC1=C(C=CC(=C1)N=C=S)C#CC1=CC=C(C=C1)\C=C\CCC 2-fluoro-4-isothiocyanato-1-((4-(E-1-n-pentenyl)phenyl)ethynyl)benzene